CN1CCN(CC1)CC1=C(C=CC=C1)C(C=CC=1C=C(C(=O)O)C=CC1)=O 3-[3-[2-[(4-Methylpiperazin-1-yl)methyl]phenyl]-3-oxoprop-1-enyl]benzoic acid